ClC=1C=NC(=C(C(=O)NC2CCC(CC2)CN2C(N(C3=C2C=CC=C3)C=3C=CC(=NC3)C(=O)NCCF)=O)C1)C(F)(F)F 5-(3-(((1r,4r)-4-(5-chloro-2-(trifluoromethyl)nicotinamido)cyclohexyl)methyl)-2-oxo-2,3-dihydro-1H-benzo[d]imidazol-1-yl)-N-(2-fluoroethyl)picolinamide